BrCCOCCBr 1-bromo-2-[(2-bromoethyl)oxy]Ethane